C(C)(C)(C)OC(=O)N1CC(C1)C1CCN(CC1)C=1C=C2C(N(C(C2=CC1)=O)C1C(NC(CC1)=O)=O)=O 3-[1-[2-(2,6-dioxo-3-piperidinyl)-1,3-dioxo-isoindolin-5-yl]-4-piperidinyl]azetidine-1-carboxylic acid tert-butyl ester